5-[4-[[4-[4-[[2,6-dimethoxy-4-(2-methyl-1-oxo-2,7-naphthyridin-4-yl)phenyl]Methyl]piperazin-1-yl]-1-piperidinyl]methyl]-1-piperidinyl]-N-(2,6-dioxo-3-piperidinyl)pyridine-2-Formamide COC1=C(C(=CC(=C1)C1=CN(C(C2=CN=CC=C12)=O)C)OC)CN1CCN(CC1)C1CCN(CC1)CC1CCN(CC1)C=1C=CC(=NC1)C(=O)NC1C(NC(CC1)=O)=O